ClC=1C(=C(C(=NC1)OC)C(=O)C1=C(C(=C(C=C1C)OC)OC)OC)C (5-chloro-2-methoxy-4-methyl-3-pyridinyl)(2,3,4-trimethoxy-6-methylphenyl)methanone